ClC=1C(=NC=2C=CNC(C2C1)=O)C1=C(C=CC=C1)F 3-Chloro-2-(2-fluorophenyl)-1,6-naphthyridin-5(6H)-one